L-4-hydroxybenzyl alcohol OC1=CC=C(CO)C=C1